(para-trimethylsilylphenyl)(para-t-butylphenyl)methylene(2,7-ditertbutyl-fluorenyl)(cyclopentadienyl)hafnium C[Si](C1=CC=C(C=C1)C(=[Hf](C1C=CC=C1)C1=C(C=CC=2C3=CC=C(C=C3CC12)C(C)(C)C)C(C)(C)C)C1=CC=C(C=C1)C(C)(C)C)(C)C